ClC=1C=C(OCC2CC(C2)C(=O)O)C=CC1C=1N(C2=NC=NC(=C2N1)OC1(CC1)C)CC1=CC(=CC=C1)Cl (1s,3s)-3-((3-chloro-4-(9-(3-chlorobenzyl)-6-(1-methylcyclopropoxy)-9H-purin-8-yl)phenoxy)methyl)cyclobutane-1-carboxylic acid